N-(cyclopropyl(5-methyl-[3,3'-bipyridin]-6-yl)methyl)-7-methyl-1H-indole C1(CC1)C(N1C=CC2=CC=CC(=C12)C)C1=C(C=C(C=N1)C=1C=NC=CC1)C